ClC1=CC(=C(C(=N1)C)C(=O)N)OCC1=CC=C(C=C1)OC 6-chloro-4-[(4-methoxyphenyl)methoxy]-2-methyl-pyridine-3-carboxamide